COCC1=C(C(=CC=C1)COC)O 2,6-bis(methoxymethyl)phenol